FC=1C=C(C=CC1C1=CNC(C=2C=CC=NC12)=O)NC([C@H](C(C1=CC=CC=C1)C1=CC=CC=C1)NC(=O)C1=CC=NN1C)=O (S)-N-(1-((3-fluoro-4-(5-oxo-5,6-dihydro-1,6-naphthyridin-8-yl)phenyl)amino)-1-oxo-3,3-diphenylpropan-2-yl)-1-methyl-1H-pyrazole-5-carboxamide